tert-butyl 5-(3-(1-(cyclohexylmethyl)piperidin-3-yl)-5-oxo-4,5-dihydro-1H-1,2,4-triazol-1-yl)-1-oxo-3,4-dihydroisoquinoline-2(1H)-carboxylate C1(CCCCC1)CN1CC(CCC1)C1=NN(C(N1)=O)C1=C2CCN(C(C2=CC=C1)=O)C(=O)OC(C)(C)C